3,4-diiodo-2,5-bis(2-bromophenyl)-1-p-toluenesulfonyl-1h-pyrrole IC1=C(N(C(=C1I)C1=C(C=CC=C1)Br)S(=O)(=O)C1=CC=C(C)C=C1)C1=C(C=CC=C1)Br